r-(2,3-epoxypropoxy)propyl-trimethoxysilane C([C@H]1CO1)OCCC[Si](OC)(OC)OC